2-((5-(3-Ethylureido)-2-methoxy-4-morpholinophenyl)amino)-4-(1-methyl-1H-indol-3-yl)pyrimidine-5-carboxylic acid isopropyl ester C(C)(C)OC(=O)C=1C(=NC(=NC1)NC1=C(C=C(C(=C1)NC(=O)NCC)N1CCOCC1)OC)C1=CN(C2=CC=CC=C12)C